[6-(3-cyclopropyl-1,2,4-triazol-1-yl)-2-azaspiro[3.3]heptan-2-yl]-[6-[(2-ethyl-4-methyl-1H-imidazol-5-yl)methyl]-2,6-diazaspiro[3.3]heptan-2-yl]methanone C1(CC1)C1=NN(C=N1)C1CC2(CN(C2)C(=O)N2CC3(C2)CN(C3)CC3=C(N=C(N3)CC)C)C1